(S)-2-(((4'-(trifluoromethyl)-[1,1'-biphenyl]-4-yl)methyl)amino)propanamide FC(C1=CC=C(C=C1)C1=CC=C(C=C1)CN[C@H](C(=O)N)C)(F)F